6-((tert-butoxycarbonyl)amino)-1-tosyl-1H-pyrrolo[2,3-b]pyridin C(C)(C)(C)OC(=O)NC1=CC=C2C(=N1)N(C=C2)S(=O)(=O)C2=CC=C(C)C=C2